4,6-dichloro-N-(8-fluoro-2-methyl-4-oxo-3-(2-(trifluoromethoxy)benzyl)-3,4-dihydroquinazolin-5-yl)-5-hydroxypicolinamide ClC1=CC(=NC(=C1O)Cl)C(=O)NC1=C2C(N(C(=NC2=C(C=C1)F)C)CC1=C(C=CC=C1)OC(F)(F)F)=O